N-(3-(5-chloro-2-methoxyphenyl)-1-((tetrahydrofuran-2-yl)methyl)-1H-pyrazol-4-yl)pyrazolo[1,5-a]pyrimidine-3-carboxamide ClC=1C=CC(=C(C1)C1=NN(C=C1NC(=O)C=1C=NN2C1N=CC=C2)CC2OCCC2)OC